C(C)(C)(C)OC(=O)N1CC(C2(CC2C2=NC(=NO2)C2=CC(=CC=C2)OC(F)F)CC1)F 1-{3-[3-(difluoromethoxy)phenyl]-1,2,4-oxadiazol-5-yl}-4-fluoro-6-azaspiro[2.5]octane-6-carboxylic acid tert-butyl ester